N2-(3-Methoxyphenyl)-6-((methyl(phenyl)amino)methyl)-1,3,5-triazine-2,4-diamine COC=1C=C(C=CC1)NC1=NC(=NC(=N1)N)CN(C1=CC=CC=C1)C